(E)-N,N-dibenzyl-3-ethoxyacrylamide C(C1=CC=CC=C1)N(C(\C=C\OCC)=O)CC1=CC=CC=C1